CN(CC#CC1=C(C=C(C=C1)C=1CCN(CC1)C(=O)OC(C)(C)C)F)C tert-butyl 4-(4-(3-(dimethylamino) prop-1-yn-1-yl)-3-fluorophenyl)-3,6-dihydropyridine-1(2H)-carboxylate